O1C=NC2=C1C=CC=C2 benzoxAzole